CN1C(=NN=C1C(=C)C)[C@@H]1C[C@@H](CCC1)NC(OC(C)(C)C)=O Tert-butyl ((1R,3S)-3-(4-methyl-5-(prop-1-en-2-yl)-4H-1,2,4-triazol-3-yl)cyclohexyl)carbamate